FC(N1C2=C(C=3C=CC(=CC13)C=1C=C(C(=NC1)N1CCC(CC1)CC(=O)N1CCN(CC1)C=1C=C3C(N(C(C3=CC1)=O)C1C(NC(CC1)=O)=O)=O)F)C=NC=C2)F 5-(4-(2-(1-(5-(5-(difluoromethyl)-5H-pyrido[4,3-b]indol-7-yl)-3-fluoropyridin-2-yl)piperidin-4-yl)acetyl)piperazin-1-yl)-2-(2,6-dioxopiperidin-3-yl)isoindoline-1,3-dione